OC[C@H]1N(CCC1)C (S)-2-hydroxymethyl-1-methylpyrrolidine